BrC=1C2=C(N(N=C2C(=CC1)F)C)CCCNCCCN1CCOCC1 3-(4-bromo-7-fluoro-2-methyl-indazol-3-yl)-N-(3-morpholinopropyl)propan-1-amine